3,6-Diketocamphane O=C1CC2(C(CC1C2(C)C)=O)C